NC1=C(C=C(C(=C1O)O)Cl)C(C=C(C=C(C(=O)O)O)Cl)=O 6-(2-amino-5-chloro-3,4-dihydroxyphenyl)-4-chloro-2-hydroxy-6-oxohexa-2,4-dienoic acid